C[Si](C1=CC2=C(SC3=C2C=C(S3)Br)S1)(C)C 2-(trimethylsilyl)-5-bromo-dithieno[2,3-b:3',2'-d]thiophene